(5-tert-butyl-2H-pyrazol-3-yl)-3-(4-{5-[2-(2-{3-[2-(2,6-dioxopiperidin-3-yl)-1-oxo-2,3-dihydro-1H-isoindol-4-yl]-prop-2-ynyloxy}-ethoxy)-ethoxy]-benzimidazol-1-yl}-phenyl)-urea C(C)(C)(C)C=1C=C(NN1)NC(=O)NC1=CC=C(C=C1)N1C=NC2=C1C=CC(=C2)OCCOCCOCC#CC2=C1CN(C(C1=CC=C2)=O)C2C(NC(CC2)=O)=O